2,3-dihydroxypropan-1-yl eicosanoate C(CCCCCCCCCCCCCCCCCCC)(=O)OCC(CO)O